(S)-8-(7-cyano-5H-pyrrolo[2,3-b]pyrazin-2-yl)-3-methyl-N-(1-methyl-2-oxo-5-(trifluoromethyl)-1,2-dihydropyridin-3-yl)-1,8-diazaspiro[4.5]decane-1-carboxamide C(#N)C1=CNC2=NC=C(N=C21)N2CCC1(C[C@@H](CN1C(=O)NC=1C(N(C=C(C1)C(F)(F)F)C)=O)C)CC2